C(C)(C)(C)OC(NC1CCN(CC1)C1=NC(=C(C(=C1)OC)Br)C1=CC(=C(C=C1)C#N)F)=O (1-(5-bromo-6-(4-cyano-3-fluorophenyl)-4-methoxypyridin-2-yl)piperidin-4-yl)carbamic acid tert-butyl ester